phenyl-ruthenium acetate C(C)(=O)[O-].C1(=CC=CC=C1)[Ru+2].C(C)(=O)[O-]